2-Pyrimidinylsulfamic acid sodium salt [Na+].N1=C(N=CC=C1)NS([O-])(=O)=O